C(C)(C)(C)N1CCNCCC1 1-(tert-butyl)-1,4-diazepane